CC(C)(C#CC(C)(OOC(C)(C)C)C)OOC(C)(C)C 2,5-dimethyl-2,5-di-(tert-butylperoxy)3-hexyne